meta-butyl-phenol C(CCC)C=1C=C(C=CC1)O